NC(CO)C(C(F)(F)F)(C)C 2-amino-4,4,4-trifluoro-3,3-dimethylbutan-1-ol